6-(6-Acetamido-6'-methyl-[2,2'-bipyridin]-3-yl)imidazo[1,2-a]pyridin-3-carboxamid C(C)(=O)NC1=CC=C(C(=N1)C1=NC(=CC=C1)C)C=1C=CC=2N(C1)C(=CN2)C(=O)N